4-fluoro-N-{[6-fluoro-5-(propan-2-yl)pyridin-2-yl](phenyl)methyl}-1-[2-(1H-1,2,3-triazol-5-yl)acetyl]pyrrolidine-2-carboxamide FC1CC(N(C1)C(CC1=CN=NN1)=O)C(=O)NC(C1=CC=CC=C1)C1=NC(=C(C=C1)C(C)C)F